2-((3S,5S)-1-(4-cyanobenzyl)-5-(4-(trifluoromethyl)phenyl)piperidin-3-yl)acetic acid C(#N)C1=CC=C(CN2C[C@@H](C[C@H](C2)C2=CC=C(C=C2)C(F)(F)F)CC(=O)O)C=C1